2,6-dimethyl-benzaldehyde zinc [Zn].CC1=C(C=O)C(=CC=C1)C